BrC1=CC=C(C=C1)C1(OCCO1)C1CCN(CC1)C(=O)C=1C=CC2=C(NC(CO2)=O)C1 6-[4-[2-(4-bromophenyl)-1,3-dioxolan-2-yl]piperidine-1-carbonyl]-4H-1,4-benzoxazin-3-one